ditridecyl-thio-dipropionate C(CCCCCCCCCCCC)OC(CCSCCC(=O)OCCCCCCCCCCCCC)=O